4-(2-bromopyridin-3-yl)-4-cyanopiperidine-1-carboxylic acid tert-butyl ester C(C)(C)(C)OC(=O)N1CCC(CC1)(C#N)C=1C(=NC=CC1)Br